C(C(CO)OP(=O)([O-])[O-])O.O.[Na+].[Na+] β-Glycerophosphate disodium salt hydrate